N'-(4-(4-butyl-1H-1,2,3-triazol-1-yl)benzoyl)-5-isopropyl-2-methylbenzohydrazide C(CCC)C=1N=NN(C1)C1=CC=C(C(=O)NNC(C2=C(C=CC(=C2)C(C)C)C)=O)C=C1